3-Methyl-N-(5-(3'-methyl-2'-oxo-2',3'-dihydrospiro[cyclobutane-1,1'-pyrrolo[2,3-c]quinolin]-8'-yl)-2-(4-methylpiperazin-1-yl)pyridin-3-yl)isothiazole-5-sulfonamide CC1=NSC(=C1)S(=O)(=O)NC=1C(=NC=C(C1)C1=CC=2C3=C(C=NC2C=C1)N(C(C31CCC1)=O)C)N1CCN(CC1)C